(R)-3-(4-((1-(3-amino-5-(trifluoromethyl)phenyl)ethyl)amino)-8-methyl-7-oxo-7,8-Dihydropyrido[2,3-d]pyrimidin-6-yl)-2,5-dihydro-1H-pyrrole-1-carboxylic acid tert-butyl ester C(C)(C)(C)OC(=O)N1CC(=CC1)C1=CC2=C(N=CN=C2N[C@H](C)C2=CC(=CC(=C2)C(F)(F)F)N)N(C1=O)C